tert-butyl ((6-bromo-1-oxo-1,2,3,4-tetrahydroisoquinolin-3-yl)methyl)(methyl)carbamate BrC=1C=C2CC(NC(C2=CC1)=O)CN(C(OC(C)(C)C)=O)C